Methyl 2-[[4-[3-[(4-chloro-2-fluoro-phenyl) methoxy]phenyl]-2-pyridyl]oxymethyl]-3-[[(2S)-oxetan-2-yl]methyl]imidazo[4,5-b]pyridine-5-carboxylate ClC1=CC(=C(C=C1)COC=1C=C(C=CC1)C1=CC(=NC=C1)OCC1=NC=2C(=NC(=CC2)C(=O)OC)N1C[C@H]1OCC1)F